5-benzyl-N-(4-cyclopentyl-pyridine-2-yl)-4H-1,2,4-triazole-3-formamide C(C1=CC=CC=C1)C=1NC(=NN1)C(=O)NC1=NC=CC(=C1)C1CCCC1